ClC(C(C(=O)OOC(C(C(C(F)(F)F)(Cl)Cl)(F)F)=O)(F)F)(C(F)(F)F)Cl di(dichloro-pentafluorobutanoyl) peroxide